3-(2-Chloro-6-fluorophenyl)-5-(5-(difluoromethyl)-1-(3-methyl-3-((trimethylsilyl)oxy)butyl)-1H-pyrazol-4-yl)-4-(pyrimidin-2-yl)isoxazole ClC1=C(C(=CC=C1)F)C1=NOC(=C1C1=NC=CC=N1)C=1C=NN(C1C(F)F)CCC(C)(O[Si](C)(C)C)C